ClC=1C=C2C(=NN1)NC[C@]1(N2C[C@@H](C1)OC1=NC=C(C=O)C=C1C)C 6-(((6aS,8R)-2-chloro-6a-methyl-5,6,6a,7,8,9-hexahydropyrrolo[1',2':4,5]pyrazino[2,3-c]pyridazin-8-yl)oxy)-5-methylnicotinaldehyde